(S)-quinuclidin-3-yl (5-(3-fluoro-4-methylphenyl)-2,2-dimethyl-2,3-dihydro-1H-inden-1-yl)carbamat FC=1C=C(C=CC1C)C=1C=C2CC(C(C2=CC1)NC(O[C@@H]1CN2CCC1CC2)=O)(C)C